(4-((2-(N-methylpropanamidyl)phenyl)ethynyl)phenyl)carbamic acid tert-butyl ester C(C)(C)(C)OC(NC1=CC=C(C=C1)C#CC1=C(C=CC=C1)N(C(CC)=O)C)=O